NC1=C(C=C(C=C1)N1CCC(CC1)N1CCC(CC1)C#N)NC(OC(C)(C)C)=O tert-butyl (2-amino-5-(4-cyano-[1,4'-bipiperidin]-1'-yl)phenyl)carbamate